C1(CC1)C1=CC=C2N=C(C(N(C2=C1)C1=CC=C(C=C1)OC(F)F)=O)C1=CC2=C(N=CO2)C=C1 7-cyclopropyl-1-(4-(difluoromethoxy)phenyl)-3-(benzo[d]oxazol-6-yl)-2(1H)-quinoxalinone